NC(CCC(C(=O)OC(C)(C)C)C=1C(=NC2=CC(=CC=C2C1)C(N[C@@H](C)C1CCCCC1)=O)C)=O tert-butyl 5-amino-2-(7-(((S)-1-cyclohexylethyl)carbamoyl)-2-methylquinolin-3-yl)-5-oxopentanoate